(R)-3-(4-chlorophenyl)-8-(piperidin-4-yl)-2,3-dihydro-[1,4]dioxino[2,3-b]pyridine TFA salt OC(=O)C(F)(F)F.ClC1=CC=C(C=C1)[C@@H]1COC=2C(=NC=CC2C2CCNCC2)O1